2-bromo-3-(4-(4-chlorophenoxy)phenyl)-3-oxopropanamide BrC(C(=O)N)C(=O)C1=CC=C(C=C1)OC1=CC=C(C=C1)Cl